C(=C)=C=CC VINYLIDENEPROPYLENE